piperidin-4-ylmethanamine N1CCC(CC1)CN